C(C=1C=NC2=CC=C(C=C2C1)C(=O)OCC)([2H])([2H])[2H] ethyl 3-(methyl-d3)quinoline-6-carboxylate